ClC=1N=C(C2=C(N1)CCC2)C(=C)OCC 2-chloro-4-(1-ethoxyethenyl)-5H,6H,7H-cyclopenta[d]pyrimidine